5-(4-((3-ethyl-2-oxo-1,2,3,4-tetrahydrothieno[2,3-d]pyrimidin-6-yl)methyl)piperazin-1-yl)-N-methylpicolinamide C(C)N1C(NC2=C(C1)C=C(S2)CN2CCN(CC2)C=2C=CC(=NC2)C(=O)NC)=O